COC1=CC=C(N=N1)N1CCC(CC1)CO (1-(6-methoxypyridazin-3-yl)piperidin-4-yl)methanol